2-chloro-4-(3-chloro-4-fluoroanilino)pyrimidine ClC1=NC=CC(=N1)NC1=CC(=C(C=C1)F)Cl